FC(C(=O)O)(F)F.NC[C@@H](C)NC(C1=C(C=C(C=C1)NC=1C=2N(C=CN1)C(=CN2)C=2C(=NNC2)C(F)(F)F)CC)=O N-[(2R)-1-aminopropan-2-yl]-2-ethyl-4-[[3-[3-(trifluoromethyl)-1H-pyrazol-4-yl]imidazo[1,2-a]pyrazin-8-yl]amino]benzamide trifluoroacetate